tert-butyl (S)-(1-(4-cyano-2,6-dimethylphenyl)-3-hydroxypropan-2-yl)carbamate C(#N)C1=CC(=C(C(=C1)C)C[C@@H](CO)NC(OC(C)(C)C)=O)C